N-cyclopropyl-6-methyl-2-(naphthalene-2-yl)-7-toluenesulfonyl-7H-pyrrolo[2,3-d]Pyrimidin-4-amine C1(CC1)NC=1C2=C(N=C(N1)C1=CC3=CC=CC=C3C=C1)N(C(=C2)C)S(=O)(=O)CC2=CC=CC=C2